(2S)-2-amino-5-methoxy-5-oxo-pentanoic acid N[C@H](C(=O)O)CCC(=O)OC